C(C)(C)(C)OC(NC1(CCN(CC1)C1=NC(=C2C(=N1)NN=C2Br)C#N)C2=C(C=C(C=C2)F)F)=O (1-(3-bromo-4-cyano-1H-pyrazolo[3,4-d]pyrimidin-6-yl)-4-(2,4-difluorophenyl)piperidin-4-yl)carbamic acid tert-butyl ester